N-(4-(1H-1,2,3-triazol-1-yl)benzyl)-2-(2-isopropylphenyl)-5-methylpyrimidin-4-amine N1(N=NC=C1)C1=CC=C(CNC2=NC(=NC=C2C)C2=C(C=CC=C2)C(C)C)C=C1